N=1C(N=CC2=CC=C3C(C12)=CN=N3)=O pyrazolo-quinazolone